2,6-Difluoro-3-(6-(4-(hydroxymethyl)piperidin-1-yl)-1-methyl-1H-pyrazolo[3,4-d]pyrimidin-3-yl)-5-(trifluoromethyl)phenol FC1=C(C(=C(C=C1C1=NN(C2=NC(=NC=C21)N2CCC(CC2)CO)C)C(F)(F)F)F)O